nickel phosphorus trisulfide P(=S)[S-].S=[Ni]